(4-(4-(benzo[d]thiazol-5-ylamino)quinolin-6-yl)-3-methylphenyl)(4-methylpiperazin-1-yl)methanone S1C=NC2=C1C=CC(=C2)NC2=CC=NC1=CC=C(C=C21)C2=C(C=C(C=C2)C(=O)N2CCN(CC2)C)C